CN(C1=CC=CC=C1)C N,N-dimethyl-aniline